6-((1S*,2S*)-2-(4-methylpyrimidin-2-yl)cyclopropyl)quinolin CC1=NC(=NC=C1)[C@@H]1[C@H](C1)C=1C=C2C=CC=NC2=CC1 |o1:7,8|